3-(1-oxo-5-[2-[4-([4-[2-(piperidin-4-yloxy)ethyl]piperazin-1-yl]methyl)phenyl]ethynyl]-3H-isoindol-2-yl)piperidine-2,6-dione O=C1N(CC2=CC(=CC=C12)C#CC1=CC=C(C=C1)CN1CCN(CC1)CCOC1CCNCC1)C1C(NC(CC1)=O)=O